NC1CCN(CC1)C1=CC=C(C=C1)N1C(NC(CC1)=O)=O 1-[4-(4-amino-1-piperidyl)phenyl]hexahydropyrimidine-2,4-dione